NCC1=C(C(=C(C(=O)NCC=2C(NC(=CC2OC)C)=O)C=C1)C)N(C1CCOCC1)CC (aminomethyl)-3-(ethyl-(tetrahydro-2H-pyran-4-yl)amino)-N-((4-methoxy-6-methyl-2-oxo-1,2-dihydropyridin-3-yl)methyl)-2-methylbenzamide